1-(3-bromo-5-(trifluoromethoxy)pyridin-2-yl)-4,4-difluoroazepan BrC=1C(=NC=C(C1)OC(F)(F)F)N1CCC(CCC1)(F)F